butyl (1S,2R,3R,5R)-3-(benzylamino)-2-fluoro-1,5-dimethyl-8-azabicyclo[3.2.1]octane-8-carboxylate C(C1=CC=CC=C1)N[C@H]1[C@H]([C@@]2(CC[C@](C1)(N2C(=O)OCCCC)C)C)F